N1=NC=NC(=C1C(=O)O)C(=O)O.C1(=CC=CC=C1)O.C1(=CC=CC=C1)O diphenol 1,2,4-triazine-5,6-dicarboxylate